NC1=C(C=CC(=N1)NC(CNC(OC(C)(C)C)=O)=O)\N=N\C1=C(C=CC=C1)OCC=1OC(OC1C)=O tert-butyl (E)-(2-((6-amino-5-((2-((5-methyl-2-oxo-1,3-dioxol-4-yl)methoxy)phenyl)diazenyl)pyridin-2-yl)amino)-2-oxoethyl)carbamate